nitrogen methylbenzotriazole CC1=CC=CC=2NN=NC21.[N]